N-(4-(((1H-Pyrrol-3-yl)methyl)amino)phenyl)heptanamid N1C=C(C=C1)CNC1=CC=C(C=C1)NC(CCCCCC)=O